(S)-3-(trans-4-(4-(4-fluoro-1-methyl-1H-indazol-3-yl)benzamido)cyclohexyl)butanoic acid FC1=C2C(=NN(C2=CC=C1)C)C1=CC=C(C(=O)N[C@@H]2CC[C@H](CC2)[C@H](CC(=O)O)C)C=C1